C1CCCN2N1CC1=CC=C(C=C1C2)C(=O)OC methyl 1,2,3,4,6,11-hexahydropyridazino[1,2-b]phthalazine-8-carboxylate